2-(2-pyridyl)ethyl-thiourea N1=C(C=CC=C1)CCNC(=S)N